1-(2-(3-(4-(5-fluorobenzo[d]oxazol-2-yl)piperazin-1-yl)-3-oxopropoxy)ethyl)-5-(4-methoxybenzyl)-3-(trifluoromethyl)-1,5-dihydro-4H-pyrazolo[3,4-d]pyridazin-4-one FC=1C=CC2=C(N=C(O2)N2CCN(CC2)C(CCOCCN2N=C(C3=C2C=NN(C3=O)CC3=CC=C(C=C3)OC)C(F)(F)F)=O)C1